1,1'-(((1-(2-(dimethylamino)ethyl)-1H-pyrazol-4-yl)methyl)azanediyl)bis(tetradecan-2-ol) CN(CCN1N=CC(=C1)CN(CC(CCCCCCCCCCCC)O)CC(CCCCCCCCCCCC)O)C